2,3,4,5,6,7,8,9-octahydro-1H-pyrido[2',3':3,4]pyrazolo[1,5-a][1,4]diazepine N1CCCC=2C1=NN1C2CNCCC1